N-(tert-Butoxycarbonyl)-4-methyl-L-leucyl-3-[(3S)-2-oxopyrrolidin-3-yl]-L-alaninamide C(C)(C)(C)OC(=O)N[C@@H](CC(C)(C)C)C(=O)N[C@@H](C[C@H]1C(NCC1)=O)C(=O)N